bis(oxiranylmethyl)-5-(2-propenyl)-1,3,5-triazine-2,4,6(1h,3h,5h)-trione O1C(C1)CN1C(N(C(N(C1=O)CC=C)=O)CC1OC1)=O